methyl 2-[(2S,4R)-1-tert-butoxycarbonyl-4-[tert-butyl(dimethyl)silyl]oxy-pyrrolidin-2-yl]-4,8-difluoro-3,5,6,7-tetrahydrocyclopenta[f]benzimidazole-6-carboxylate C(C)(C)(C)OC(=O)N1[C@@H](C[C@H](C1)O[Si](C)(C)C(C)(C)C)C=1NC2=C(N1)C(=C1C(=C2F)CC(C1)C(=O)OC)F